2-(benzyloxy)-4-(2-methylpropyloxy)benzonitrile C(C1=CC=CC=C1)OC1=C(C#N)C=CC(=C1)OCC(C)C